CN1C[C@H](CCC1)N1C=NC2=C1N=NC(=C2)C2=C(C=C(C=C2)C(F)(F)F)O (S)-2-(7-(1-methylpiperidin-3-yl)-7H-imidazo[4,5-c]pyridazin-3-yl)-5-(trifluoromethyl)phenol